5-(2,3'-difluorobiphenyl-4-yl)-3,6-dihydro-2H-1,3,4-oxadiazin-2-one FC1=C(C=CC(=C1)C1=NNC(OC1)=O)C1=CC(=CC=C1)F